NC1=C(SC2=NC(=CN=C21)C)C(=O)N[C@@H]2CC1=CC=C(C(=C1CC2)C)N2CCNCC2 (S)-7-amino-3-methyl-N-(5-methyl-6-(piperazin-1-yl)-1,2,3,4-tetrahydronaphthalen-2-yl)thieno[2,3-b]pyrazine-6-carboxamide